3-(2-((4-(2-(4-chlorophenyl)-2,3-dihydrobenzo[b][1,4]dioxin-5-yl)piperidin-1-yl)methyl)-1-((1-methyl-1H-imidazol-5-yl)methyl)-1H-imidazol-5-yl)acrylic acid ClC1=CC=C(C=C1)C1COC2=C(O1)C=CC=C2C2CCN(CC2)CC=2N(C(=CN2)C=CC(=O)O)CC2=CN=CN2C